tert-Butyl 6-fluoro-8-(2-phenylpropan-2-yl)-3,8-diazabicyclo[3.2.1]octane-3-carboxylate FC1C2CN(CC(C1)N2C(C)(C)C2=CC=CC=C2)C(=O)OC(C)(C)C